(E)-1-(2,4-Difluorophenyl)-3-(3-hydroxyphenyl)prop-2-en FC1=C(C=CC(=C1)F)C\C=C\C1=CC(=CC=C1)O